C(C)(C)(CC(C)(C)C)[N+]#[C-] tert-octyl isonitrile